4'-[(6S)-6-(2-t-butoxy-2-oxoethyl)-2,3,9-trimethyl-6H-thieno[3,2-f][1,2,4]triazolo[4,3-a][1,4]diazepin-4-yl][1,1'-biphenyl]-4-carboxylic acid C(C)(C)(C)OC(C[C@H]1C=2N(C3=C(C(=N1)C1=CC=C(C=C1)C1=CC=C(C=C1)C(=O)O)C(=C(S3)C)C)C(=NN2)C)=O